NC1=NC=C(C2=C1C(=NN2[C@@H]2CN(CC2)C(C=C)=O)I)Cl (S)-1-(3-(4-amino-7-chloro-3-iodo-1H-pyrazolo[4,3-c]pyridin-1-yl)pyrrolidin-1-yl)prop-2-en-1-one